CN(CCC1OCOC1)C 4-(2-dimethylaminoethyl)-[1,3]dioxolane